(R)-tert-butyl (1-(4-(5-fluoro-6-oxo-1,6-dihydropyridin-3-yl)phenyl)-3-oxopropyl)carbamate FC1=CC(=CNC1=O)C1=CC=C(C=C1)[C@@H](CC=O)NC(OC(C)(C)C)=O